C(C)(=O)N1[C@@H](CN(C[C@H]1C)C(=O)OC(C)(C)C)C1=C(C(=CC(=C1)Cl)C1=CC(=NC=C1)C(NC)=O)F tertbutyl (3R,5R)-4-acetyl-3-(5-chloro-2-fluoro-3-(2-(methylcarbamoyl)pyridin-4-yl)phenyl)-5-methylpiperazine-1-carboxylate